B(O)(O)C1=C(C=CC=C1)O boronophenol